C1C(=O)N=CS1 THIAZOLINONE